COC=1N=C(C=C2C1NC=C2[N+](=O)[O-])C 7-methoxy-5-methyl-3-nitro-1H-pyrrolo[2,3-c]pyridine